(R)-1,1-Difluoro-1-(5-(1-((7-methoxy-6-(2-methoxyethoxy)-2-methylquinazolin-4-yl)amino)ethyl)phenyl)-2-methylpropan-2-ol FC(C(C)(O)C)(C1=CC=CC(=C1)[C@@H](C)NC1=NC(=NC2=CC(=C(C=C12)OCCOC)OC)C)F